N-([1,1':2',1''-terphenyl]-2-yl)-9,9-dimethyl-9H-fluoren-2-amine C1(=C(C=CC=C1)NC1=CC=2C(C3=CC=CC=C3C2C=C1)(C)C)C=1C(=CC=CC1)C1=CC=CC=C1